N1=CC(=CC2=CC=CC=C12)C1=NC(=NC=C1)N1CCC(CC1)CN (1-(4-(quinolin-3-yl)pyrimidin-2-yl)piperidin-4-yl)methylamine